C1(CC1)C1=CC(=NN1C1OCCCC1)NC1=CC2=C(C(=NO2)NS(=O)(=O)C2=C(C=C(C=C2OC)C2=CCCCO2)OC)C=C1OC N-(6-{[5-cyclopropyl-1-(oxan-2-yl)-1H-pyrazol-3-yl]amino}-5-methoxy-1,2-benzoxazol-3-yl)-4-(3,4-dihydro-2H-pyran-6-yl)-2,6-dimethoxybenzene-1-sulfonamide